p-nitrophenylalanine C1=CC(=CC=C1C[C@@H](C(=O)O)N)[N+](=O)[O-]